C(C)(C)C1=C(N=NC=C1)OC1CCC(CC1)C1=NNC(=C1)NC1=NC=CC2=C1SC=N2 N-(3-((1s,4s)-4-((4-isopropylpyridazin-3-yl)oxy)cyclohexyl)-1H-pyrazol-5-yl)thiazolo[5,4-c]pyridin-4-amine